isocyanate compound with hydroxy acrylate C(C=C)(=O)OO.[N-]=C=O